C(C1=CC=CC=C1)N1N=C(C=C1)C(=O)N[C@@H]1C(N(C2=C(O[C@@H]1C)C=CC=N2)C)=O 1-benzyl-N-((2R,3S)-2,5-dimethyl-4-oxo-2,3,4,5-tetrahydropyrido[3,2-b][1,4]oxazepin-3-yl)-1H-pyrazole-3-carboxamide